ClC=1NN(C=CC1)[C@H]1[C@H](CC1)C1=C(C=C(C=C1)Cl)Cl |r| 3-chloro-N-[rac-(1R,2R)-2-(2,4-dichlorophenyl)cyclobutyl]pyridazine